C(C=C)C1=CC(=C(C=C1C(=O)O)C(=O)O)CC=C.C(C1=CC(C(=O)OCC=C)=CC=C1)(=O)OCC=C diallyl isophthalate (diallyl isophthalate)